C1(CC1)C1=NC=C(C=N1)[C@H](CC1=NC(=NC(=N1)N[C@@H](CO)CC(C)C)CS(=O)(=O)N)C (4-((S)-2-(2-cyclopropylpyrimidin-5-yl)propyl)-6-(((R)-1-hydroxy-4-methylpent-2-yl)amino)-1,3,5-triazin-2-yl)methanesulfonamide